O1C2=C(OCC1)C(=CC=C2)B(O)O (2,3-dihydrobenzo[b][1,4]dioxin-5-yl)boronic acid